ClC=1C=C2CCN([C@H](C2=C(C1)Cl)C)C(=O)[C@H]1CN[C@@H](CO1)C ((S)-6,8-dichloro-1-methyl-3,4-dihydroisoquinolin-2(1H)-yl)((2R,5R)-5-methylmorpholin-2-yl)methanone